COC(CNC1=CC2=C(OCO2)C=C1)=O Benzo[d][1,3]dioxolan-5-yl-glycine methyl ester